FC(C=1C=CC(=NC1)N1N=CC(=C1)S(=O)(=O)Cl)(F)F 1-(5-trifluoromethyl-2-pyridyl)-1H-pyrazole-4-sulfonyl chloride